COC1=C(C=CC=C1OC)C1=CC(=CC=C1)[C@H](CC(=O)OCC)NC(=O)NC=1C(N(C=C(C1O)C)C)=O ethyl (S)-3-(2',3'-dimethoxybiphenyl-3-yl)-3-(3-(4-hydroxy-1,5-dimethyl-2-oxo-1,2-dihydro pyridin-3-yl)ureido)propanoate